(R)-1-(1-acryloylpiperidin-3-yl)-2-fluoro-5,6,7,8,9,10-hexahydrocyclohepta[b]indole-4-carboxamide C(C=C)(=O)N1C[C@H](CCC1)C1=C2C3=C(NC2=C(C=C1F)C(=O)N)CCCCC3